FC1=CC2=C(CNCCN2)C=C1 8-fluoro-2,3,4,5-tetrahydro-1H-1,4-benzodiazepine